CN1N=C(C=C1C(=O)OC)C(=O)OC Dimethyl 1-methylpyrazole-3,5-dicarboxylate